2-methylthiophen-3-ylboronic acid CC=1SC=CC1B(O)O